C(C)(C)(C)OC(NCC=1C(=NC(=CC1C)C)OC)=O (2-Methoxy-4,6-dimethylpyridin-3-yl)methyl-carbamic acid tert-butyl ester